O[C@]1(CCN(CC12CCCC2)C([C@@H](CC(F)(F)F)C)=O)CN2C=C(C=CC2=O)C(=O)N(C)C ((S)-10-hydroxy-7-((R)-4,4,4-trifluoro-2-methylbutanoyl)-7-azaspiro[4.5]decan-10-yl)methyl-N,N-dimethyl-6-oxo-1,6-dihydropyridin-3-carboxamid